N-((3S,4R)-3-((5-cyano-1H-pyrrolo[2,3-b]pyridin-4-yl)amino)-4-ethylcyclopentyl)benzo[c][1,2,5]oxadiazole C(#N)C=1C(=C2C(=NC1)NC=C2)N[C@H]2CC(C[C@H]2CC)N2ONC1=C2C=CC=C1